(1R,3S)-3-(tert-butoxycarbonylamino)cyclopentanol acetate C(C)(=O)O[C@H]1C[C@H](CC1)NC(=O)OC(C)(C)C